[Si](C1=CC=CC=C1)(C1=CC=CC=C1)(C(C)(C)C)OCC1=NOC(=C1)N 3-(((tert-butyldiphenylsilyl)oxy)methyl)isoxazol-5-amine